Antimony(III) acetate C(C)(=O)[O-].[Sb+3].C(C)(=O)[O-].C(C)(=O)[O-]